C1=CC=CC=2C3=CC=CC=C3C(C12)COC(=O)N[C@H](C(=O)O)CC1=CC=C(C=C1)C=1C=CC2=C(CCO2)C1 (S)-2-((((9H-fluoren-9-yl)methoxy)carbonyl)amino)-3-(4-(2,3-dihydrobenzofuran-5-yl)phenyl)propanoic acid